1,3-dimethyl-4-nitrobenzene CC1=CC(=C(C=C1)[N+](=O)[O-])C